C(C)OC(NSCNC1=C(C=CC=C1)OC)=O N-[(2-methoxyphenyl)aminomethylthio]carbamic acid ethyl ester